hippuroyl-histaminyl-leucine C(CNC(=O)C1=CC=CC=C1)(=O)N([C@@H](CC(C)C)C(=O)O)NCCC1=CNC=N1